CN1CC[C@]23C=C(C(=O)C=C2[C@H]1CC4=C3C(=C(C=C4)OC)O)OC The molecule is a morphinane alkaloid from the opium poppy, in which the 5,6,8,14-tetradehydromorphinan-7-one skeleton is substituted at position 4 by a hydroxyl group, positions 3 and 6 by methoxy groups and position N17 by a methyl group. An intermediate in the biosynthesis of narcotic analgesics such as morphine and codeine. It has a role as a metabolite and an anti-HBV agent. It is a conjugate base of a salutaridinium(1+). It derives from a hydride of a morphinan.